CC=1C(=NC=CC1C#N)O[C@H]1CN([C@@H](CC1)C)C(=O)C=1SC=CC1C=1SC=CN1 3-methyl-2-{[(3R,6R)-6-methyl-1-{[3-(1,3-thiazol-2-yl)thiophen-2-yl]carbonyl}piperidin-3-yl]oxy}pyridine-4-carbonitrile